(1R)-2-(7-cyclopropyl-2-{2-fluoro-4-[(3R)-3-(1H-1,2,3,4-tetrazol-5-yl)pyrrolidin-1-yl]phenyl}pyrazolo[1,5-a]pyrimidine-5-carbonyl)-1-methyl-1,2,3,4-tetrahydroisoquinoline C1(CC1)C1=CC(=NC=2N1N=C(C2)C2=C(C=C(C=C2)N2C[C@@H](CC2)C2=NN=NN2)F)C(=O)N2[C@@H](C1=CC=CC=C1CC2)C